5-(1-((5-(5-(difluoromethyl)-1,3,4-oxadiazol-2-yl)-3-fluoropyridin-2-yl)methyl)-1H-1,2,3-triazol-4-yl)thiophene-2-carbaldehyde FC(C1=NN=C(O1)C=1C=C(C(=NC1)CN1N=NC(=C1)C1=CC=C(S1)C=O)F)F